FC(OC1=CC=C(C=C1)C=1OC=CN1)(F)F 2-(4-trifluoromethoxyphenyl)oxazol